tert-butyl-N-(14-hydroxy-3,6,9,12-Tetraoxatetradecan-1-yl)carbamate C(C)(C)(C)OC(NCCOCCOCCOCCOCCO)=O